BrC1=C(C(=CC=C1)F)N1C(=NC(=C1)C)C 1-(2-bromo-6-fluorophenyl)-2,4-dimethyl-1H-imidazole